C(#N)C(C)C1=NC(N=C1)(C=1C=C(C=C(C1C(=O)O)C(=O)O)C(=O)O)C1=CC=CC=C1 1-cyanoethyl-2-phenylimidazoleTrimellitic acid